tert-butyl 2,4-dihydroxy-5-methyl-5,7-dihydro-6H-pyrrolo[3,4-d]pyrimidine-6-carboxylate OC=1N=C(C2=C(N1)CN(C2C)C(=O)OC(C)(C)C)O